C(CC)OCCCC(=O)N(CCC)CCC 4-propoxy-N,N-dipropylbutanamide